butoxybenzaldehyde C(CCC)OC1=C(C=O)C=CC=C1